NC1(CCC1)C(=O)NCC=1SC(=CC1)C(CSC1=NC(=NC2=CC=C(C=C12)OC)C)=O 1-amino-N-((5-(2-((6-methoxy-2-methylquinazolin-4-yl)thio)acetyl)thiophen-2-yl)methyl)cyclobutane-1-carboxamide